2-[[6-[6-(methylcarbamoyl)-3-pyridyl]-3-morpholinosulfonyl-4-quinolyl]amino]benzoic acid CNC(=O)C1=CC=C(C=N1)C=1C=C2C(=C(C=NC2=CC1)S(=O)(=O)N1CCOCC1)NC1=C(C(=O)O)C=CC=C1